ethyl (1S,3S,4R)-2-[(1R)-1-phenylethyl]-2-azabicyclo[2.2.2]oct-5-ene-3-carboxylate C1(=CC=CC=C1)[C@@H](C)N1[C@@H]2C=C[C@H]([C@H]1C(=O)OCC)CC2